(S)-N1-(1-(1-adamantylmethyl)-2-oxo-1,2-dihydropyridin-3-yl)-N6-ethyl-2-(1-methyl-1H-pyrazole-5-carboxamido)-5-oxohexanediamide C12(CC3CC(CC(C1)C3)C2)CN2C(C(=CC=C2)NC([C@H](CCC(C(=O)NCC)=O)NC(=O)C2=CC=NN2C)=O)=O